2-((1,1,1-trifluoropropan-2-yl)oxy)pyrimidin FC(C(C)OC1=NC=CC=N1)(F)F